N=1C=NN2C1C=CC(=C2)C2=CC(=NN2C2=NC(=CC=C2)C)CC(=O)NC=2C=NC(=CC2)OC 5-([1,2,4]triazolo[1,5-a]pyridin-6-yl)-N-(6-methoxypyridin-3-yl)-1-(6-methylpyridin-2-yl)-1H-pyrazole-3-carboxyamide